BrC1=CC(=CC2=C1CCO2)Br 4,6-dibromo-2,3-dihydrobenzofuran